N-[5-(2-{[6-(trifluoromethoxy)quinolin-3-yl]oxy}ethyl)-1H-indol-3-yl]acetamide FC(OC=1C=C2C=C(C=NC2=CC1)OCCC=1C=C2C(=CNC2=CC1)NC(C)=O)(F)F